The molecule is an organic triphosphate formed by condensation between the gamma-phospho group of xanthosine 5'-triphosphate and ethanol. It derives from an ethanol and a XTP. CCOP(=O)(O)OP(=O)(O)OP(=O)(O)OC[C@@H]1[C@H]([C@H]([C@@H](O1)N2C=NC3=C2NC(=O)NC3=O)O)O